C(CCCCCCCCCCCCCCCCC)(=O)[O-].C(CCCCCCCCCCCCCCCCC)(=O)[O-].C(CCCCCCCCCCCCCCCCC)(=O)[O-].[In+3] indium tristearate